[C@H]12C3([C@H]4CC[C@@H](C[C@H]41)C2)OCCO3 |&1:7| (±)-(1'r,3's,6's)-spiro[[1,3]dioxolane-2,2'-tricyclo[4.2.1.03,8]nonane]